ethyl 4'-(2-acetoxyethoxy)-3'-bromo-[1,1'-biphenyl]-4-carboxylate C(C)(=O)OCCOC1=C(C=C(C=C1)C1=CC=C(C=C1)C(=O)OCC)Br